4-(Azidomethyl)-1-(3-isopropyl-4-phenoxybenzyl)piperidine N(=[N+]=[N-])CC1CCN(CC1)CC1=CC(=C(C=C1)OC1=CC=CC=C1)C(C)C